4-biphenylyl 3,5-diaminobenzoate NC=1C=C(C(=O)OC2=CC=C(C=C2)C2=CC=CC=C2)C=C(C1)N